NC1=NC=NC=2C3=C(CC(C12)(C)C)C(=C(C=C3)O[C@@H]3CC[C@@H](CC3)N)NC[C@@H]3CNC(O3)=O (5R)-5-[[[4-amino-8-(cis-4-aminocyclohexoxy)-5,5-dimethyl-6H-benzo[h]quinazolin-7-yl]amino]methyl]oxazolidin-2-one